1-[[5-(3-bromophenyl)spiro[2.3]hexane-5-carbonyl]amino]-3-methyl-thiourea BrC=1C=C(C=CC1)C1(CC2(CC2)C1)C(=O)NNC(=S)NC